CN1C(C(=C(C=C1C)[O-])NC(N[C@@H](CC(=O)[O-])C=1C=C(C=C(C1)F)C1=CC(=CC=C1)OC(F)(F)F)=O)=O.[Na+].[Na+] sodium (S)-3-(3-(1,6-dimethyl-4-oxido-2-oxo-1,2-dihydropyridin-3-yl)ureido)-3-(5-fluoro-3'-(trifluoromethoxy)biphenyl-3-yl)propanoate